COC(CC(C1=CC=CC=C1)C#N)=O (Z)-3-cyano-3-phenylpropionic acid methyl ester